2-((7-Methyl-quinolin-6-yl)amino)-4-((1r,4r)-4-hydroxycyclohexyl)-8,9-dihydro-7H-pyrido[1,2,3-gh]purin-5(4H)-one CC1=C(C=C2C=CC=NC2=C1)NC1=NC2=C3N(C(N(C3=N1)C1CCC(CC1)O)=O)CCC2